2,6-dichloro-4-(trifluoromethyl)-3-pyridineamine ClC1=NC(=CC(=C1N)C(F)(F)F)Cl